ClC1=C(OC(C(=O)N[C@@H]2[C@H](CNCC2)F)C)C=CC=C1Cl 2-(2,3-dichlorophenoxy)-N-((3S,4S)-3-fluoropiperidin-4-yl)propanamide